C1(=CC=C(C=C1)NC1=C(C=C(C=C1C)C1=CC=CC=C1)C)C1=CC=CC=C1 N-([1,1'-biphenyl]-4-yl)-3,5-dimethyl-[1,1'-biphenyl]-4-amine